12-(2,6-dimethylphenyl)-15-oxa-8λ6-thia-1,9,11,18,22-pentaazatetracyclo[14.4.1.13,7.110,14]tricosa-3,5,7(23),10,12,14(22)-hexaene-2,8,8-trione CC1=C(C(=CC=C1)C)C=1N=C2NS(C=3C=CC=C(C(N4CCNCC(OC(C1)=N2)C4)=O)C3)(=O)=O